5-(benzyloxy)-4-ethyl-6-formyl-1,3-phenylene bis(4-methylbenzene-sulfonate) CC1=CC=C(C=C1)S(=O)(=O)OC1=CC(=C(C(=C1C=O)OCC1=CC=CC=C1)CC)OS(=O)(=O)C1=CC=C(C=C1)C